ethyl 3-[4-[(1S,4S)-5-(tert-butyldiphenylsilyl)-2-azabicyclo[2.2.1]heptan-2-yl]-3-fluorophenyl]propanoate [Si](C1=CC=CC=C1)(C1=CC=CC=C1)(C(C)(C)C)C1[C@@H]2CN([C@H](C1)C2)C2=C(C=C(C=C2)CCC(=O)OCC)F